C(C1=CC=CC=C1)N1CC2C3(NCC(C(C31)CC(C)C)C2)C(=O)NCCC2=CC=CC=C2 1-benzyl-7-isobutyl-N-phenethyloctahydro-3aH-3,6-methanopyrrolo[3,2-b]pyridine-3a-carboxamide